8-{2-[2-(4-ethoxy-phenyl)-1,1-dimethyl-ethylamino]-1-hydroxy-ethyl}-6-hydroxy-4H-benzo[1,4]oxazin-3-one C(C)OC1=CC=C(C=C1)CC(C)(C)NCC(O)C1=CC(=CC=2NC(COC21)=O)O